FC(CNC1=NN2C(C=N1)=C(C=C2)C=2C=C1C=CC=NC1=CC2)(C)C N-(2-fluoro-2-methylpropyl)-5-(quinolin-6-yl)pyrrolo[2,1-f][1,2,4]triazin-2-amine